(R)-N-(2-(4-cyanothiazolidin-3-yl)-2-oxoethyl)-6-(3-fluoroazetidin-1-yl)quinoline-4-carboxamide disodium [Na].[Na].C(#N)[C@H]1N(CSC1)C(CNC(=O)C1=CC=NC2=CC=C(C=C12)N1CC(C1)F)=O